(4-(dimethylamino)piperidin-1-yl)(4-(3-(4-fluorophenyl)imidazo[2,1-b]thiazol-6-yl)phenyl)methanone CN(C1CCN(CC1)C(=O)C1=CC=C(C=C1)C=1N=C2SC=C(N2C1)C1=CC=C(C=C1)F)C